FCCC1CCN(CC1)C1=CC=2N(C=C1)C=C(N2)C2=CC=CC=C2 7-[4-(2-Fluoro-ethyl)-piperidin-1-yl]-2-phenyl-imidazo[1,2-a]pyridine